ClC1=C(C(=CC=C1)F)C1=NN(C2=CC(=C(C=C2C1=O)F)N1N=C(N(C1=O)CC)CO)C(C)C 3-(2-chloro-6-fluorophenyl)-7-(4-ethyl-3-(hydroxymethyl)-5-oxo-4,5-dihydro-1H-1,2,4-triazol-1-yl)-6-fluoro-1-isopropylcinnolin-4(1H)-one